C(C)(C)(C)OC(=O)N1C[C@H](N([C@@H](C1)C)C(C1=C(C=C(C=C1)OC)F)=O)C (3R,5R)-4-(2-fluoro-4-methoxybenzoyl)-3,5-dimethylpiperazine-1-carboxylic acid tert-butyl ester